BrC1=CC=C(C=C1)C1=NOC(=C1)N 3-(4-bromophenyl)-5-aminoisoxazole